C(C)(C)(C)OC(=O)N1CC2=CC=CC=C2C[C@H]1C(=O)O (S)-N-t-butoxycarbonyl-1,2,3,4-tetrahydroisoquinoline-3-carboxylic acid